N-(2-((5-(1,4-dimethyl-1H-pyrazol-5-yl)pyridin-2-yl)amino)-1-(dispiro[2.1.25.23]nonan-4-yl)-2-oxoethyl)-1-methyl-1H-pyrazole-5-carboxamide CN1N=CC(=C1C=1C=CC(=NC1)NC(C(C1C2(CC2)CCC12CC2)NC(=O)C2=CC=NN2C)=O)C